1-(2-bromo-5-methoxyphenyl)-4-(((2-methylbiphenyl-3-yl)methoxy)methyl)-1H-1,2,3-triazole BrC1=C(C=C(C=C1)OC)N1N=NC(=C1)COCC=1C(=C(C=CC1)C1=CC=CC=C1)C